C(CCCCCC)(=O)ON1C(=C(C2=CC(=CC=C12)C#N)Br)CC Ethyl-(3-bromo-5-cyano-1H-indol-1-yl) heptanoate